C(C)(C)(C)OC(=O)N1[C@H](C[C@@H](C1)N1N=C(C(=C1N)C#N)Br)COC (2r,4s)-4-(5-amino-3-bromo-4-cyano-1H-pyrazol-1-yl)-2-(methoxymethyl)pyrrolidine-1-carboxylic acid tert-butyl ester